C12C3C4C=C(CC3C(CC1)C2)C4 tetracyclo[6.2.1.13,5.02,7]dodec-4-ene